C1(=CC=CC=C1)S(=O)(=O)C(C1(CC2CCC(C1)N2C(=O)OCC2=CC=CC=C2)NS(=O)C(C)(C)C)(F)F benzyl (endo)-3-[(benzenesulfonyl) difluoromethyl]-3-[(2-methylpropan-2-sulfinyl) amino]-8-azabicyclo[3.2.1]octane-8-carboxylate